C[C@H]1N(CCOC1)C1=NC2=C(N=CC=C2C(=C1)N=S1(CCCC1)=O)C1=CC=NN1 N-{2-[(3R)-3-methylmorpholin-4-yl]-8-(1H-pyrazol-5-yl)-1,7-naphthyridin-4-yl}tetrahydro-1H-1lambda4-thiophene-1-imine 1-oxide